4-([1,1'-biphenyl]-4-yl)-2-chloro-6-phenylpyrimidine C1(=CC=C(C=C1)C1=NC(=NC(=C1)C1=CC=CC=C1)Cl)C1=CC=CC=C1